C(C)(C)(C)OC(=O)N1CCN(CC1)C1=CC=C(C=C1)NC1=C(C=CC(=C1)Cl)[N+](=O)[O-] 4-(4-((5-chloro-2-nitrophenyl)amino)phenyl)piperazine-1-carboxylic acid tert-butyl ester